NC=1C2=C(N=CN1)N(C(=C2C2=CC=C(C(=O)NC(CF)CF)C=C2)C2=CC=C(C=C2)NC(C(=C)C)=O)C 4-(4-amino-6-(4-methacrylamido-phenyl)-7-methyl-7H-pyrrolo[2,3-d]pyrimidin-5-yl)-N-(1,3-difluoropropan-2-yl)benzamide